2,6-dipropoyloxymethyl-4-pyrone C(CC)(=O)OCC=1OC(=CC(C1)=O)COC(CC)=O